6-chloro-8-((1S,2S)-2-(1-(2,2,2-trifluoroethyl)-1H-benzo[d]imidazol-5-yl)cyclopropyl)imidazo[1,2-b]pyridazine ClC=1C=C(C=2N(N1)C=CN2)[C@@H]2[C@H](C2)C2=CC1=C(N(C=N1)CC(F)(F)F)C=C2